N-(4'-((2-(2-oxabicyclo[2.1.1]hexan-4-yl)-6-methylpyrimidin-4-yl)amino)-5-(methoxymethyl)-[2,3'-bipyridin]-6'-yl)acetamide C12OCC(C1)(C2)C2=NC(=CC(=N2)NC2=C(C=NC(=C2)NC(C)=O)C2=NC=C(C=C2)COC)C